2-tertiary butyl-4,6-dibromophenol C(C)(C)(C)C1=C(C(=CC(=C1)Br)Br)O